BrC1=CC=C(C=C1)C1=NC2=C3C(C=NCCN13)=CC=C2 1-(4-bromophenyl)-8,9-dihydro-2,7,9a-triaza-benzo[cd]Azulene